C(C)(C)(C)N1CCN(CC1)CC=1C(=NC2=C(C=CC=C2C1C(=O)NN(C(=O)OC)C1=CC=CC=C1)F)C1=CC=CC=C1 methyl 2-(3-((4-(tert-butyl)piperazin-1-yl)methyl)-8-fluoro-2-phenylquinoline-4-carbonyl)-1-phenylhydrazinecarboxylate